4,5-bis(benzyloxy)-6-chloropyrimidine C(C1=CC=CC=C1)OC1=NC=NC(=C1OCC1=CC=CC=C1)Cl